C1(=CC=CC=C1)[B-](C1=CC=CC=C1)(C1=CC=CC=C1)C1=CC=CC=C1.C1(=CC=CC=C1)[B-](C1=CC=CC=C1)(C1=CC=CC=C1)C1=CC=CC=C1.C(C1=CC=CC=C1)N1CN(C=C1)C1=CC(=CC=C1)N1CN(C=C1)CC1=CC=CC=C1 1,3-bis(1-benzylimidazol-3-yl)benzene di(tetraphenylborate)